(2Z)-2-benzyl-2-hexenenitrile C(C1=CC=CC=C1)/C(/C#N)=C/CCC